4-amino-5-((5-methyl-1-(tetrahydro-2H-pyran-2-yl)-1H-indazol-4-yl)oxy)nicotinonitrile NC1=C(C=NC=C1C#N)OC1=C2C=NN(C2=CC=C1C)C1OCCCC1